Chloro-difluoro-[1,1'-biphenyl] ClC1=C(C=CC(=C1)F)C1=CC=C(C=C1)F